1-((4-(3-Isopropyl-2-(8-methyl-[1,2,4]triazolo[1,5-a]pyridin-6-yl)-1H-indol-5-yl)cyclohexyl)amino)-2-methylpropan-2-ol C(C)(C)C1=C(NC2=CC=C(C=C12)C1CCC(CC1)NCC(C)(O)C)C=1C=C(C=2N(C1)N=CN2)C